BrC1=C(C=C(C=C1C)C=1N=NN(N1)C)C 5-(4-bromo-3,5-dimethyl-phenyl)-2-methyl-2H-tetrazole